N-[(3R,5S)-1-(8-cyanoquinoxalin-5-yl)-5-methylpiperidin-3-yl]-2,3-dimethylbutanamide C(#N)C=1C=CC(=C2N=CC=NC12)N1C[C@@H](C[C@@H](C1)C)NC(C(C(C)C)C)=O